BrC1=C(C=C(CNC(=O)[C@H]2CN(CCC2)C=2C=3C(N=CN2)=NN(C3)C3=CC=C(C=C3)C(F)(F)F)C=C1)C (R)-N-(4-bromo-3-methylbenzyl)-1-(2-(4-(trifluoromethyl)phenyl)-2H-pyrazolo[3,4-d]pyrimidin-4-yl)piperidine-3-carboxamide